2-(Azepan-1-yl)-4-((4-(3-(4-Hydroxypiperidin-1-yl)propyl)phenyl)amino)pyrimido[4,5-d]pyridazin-5(6H)-on N1(CCCCCC1)C=1N=C(C2=C(C=NNC2=O)N1)NC1=CC=C(C=C1)CCCN1CCC(CC1)O